FC1=CC=C(C=C1)N1C=C(C=C1)C=O (4-fluorophenyl)-1H-pyrrole-3-carbaldehyde